FC=1C=C2C=3C(C4=C(C(C3NC2=CC1)(C)C)C=C(C=C4)OC[C@H]([C@@H](CO)O)O)=O 2-Fluoro-6,6-dimethyl-8-((2R,3R)-2,3,4-trihydroxy-butoxy)-5,6-dihydro-benzo[b]carbazol-11-one